(R)-N1-((S)-1-Phenylethyl)-N2-(pyridin-3-ylmethyl)pyrrolidine-1,2-dicarboxamide C1(=CC=CC=C1)[C@H](C)NC(=O)N1[C@H](CCC1)C(=O)NCC=1C=NC=CC1